C(C)(=O)ON=C(C(=O)C1=CC=C(C=C1)SC1=CC=C(C=C1)OCCO)C N-acetyloxy-1-(4-(4-(2-hydroxyethoxy)phenylsulfanyl)phenyl)propane-1-one-2-imine